CN(C1=C(C=NC(=C1)C#C)C1=C(C2=C(N=CN=C2N)N1C)C1=CC(=C(C=C1)OC1=NC=CC(=N1)C)F)C 6-(4-(dimethylamino)-6-ethynylpyridin-3-yl)-5-(3-fluoro-4-((4-methylpyrimidin-2-yl)oxy)phenyl)-7-methyl-7H-pyrrolo[2,3-d]pyrimidin-4-amine